N1CC=C2N1CC(N=CC2)=O dihydro-4H-pyrazolo[1,5-d][1,4]diazepin-7(8H)-one